F[C@H]1CN(CC[C@H]1NC1=NN2C(C(=N1)OC)=C(C=C2)C=2C=CC1=C(N(N=N1)CCF)C2)C2(COC2)[2H] N-((3S,4R)-3-fluoro-1-(oxetan-3-yl-3-d)piperidin-4-yl)-5-(1-(2-fluoroethyl)-1H-benzo[d][1,2,3]triazol-6-yl)-4-methoxypyrrolo[2,1-f][1,2,4]triazin-2-amine